O1CC[C@H](C2=CC=CC=C12)NC(=O)C1CCC2N1C(C(CN(CC2)C(=O)NCCCOC)NC([C@H](C)N(CC=2OC(OC2C)=O)C)=O)=O N8-((R)-chroman-4-yl)-N3-(3-methoxypropyl)-5-((S)-2-(methyl((5-methyl-2-oxo-1,3-dioxol-4-yl)methyl)amino)propanamido)-6-oxooctahydropyrrolo[1,2-a][1,5]diazocine-3,8(4H)-dicarboxamide